1-(2,6-dichlorobenzyl)-1H-pyrazol-4-amine ClC1=C(CN2N=CC(=C2)N)C(=CC=C1)Cl